bis[(dicarboxyphenoxy)phenyl]propane C(=O)(O)C=1C(=C(OC2=C(C=CC=C2)C(C)(C)C2=C(C=CC=C2)OC2=C(C(=CC=C2)C(=O)O)C(=O)O)C=CC1)C(=O)O